methyl (S)-2-amino-3-(4-(1,4,6-trimethyl-2-oxo-1,2-dihydropyridin-3-yl) naphthalene-1-yl)propanoate N[C@H](C(=O)OC)CC1=CC=C(C2=CC=CC=C12)C=1C(N(C(=CC1C)C)C)=O